ClC=1C(=CC2=C(N(C(NC2=O)=O)C=2C(=NC=CC2C)CC)N1)F 7-Chloro-1-(2-ethyl-4-methylpyridin-3-yl)-6-fluoropyrido[2,3-d]pyrimidine-2,4(1H,3H)-dione